COC=1C2=C(N=C(N1)N[C@H]1COCC1)NC=C2C2=CC=1N(C=C2)N=CC1 (R)-4-methoxy-5-(pyrazolo[1,5-a]pyridin-5-yl)-N-(tetrahydrofuran-3-yl)-7H-pyrrolo[2,3-d]pyrimidin-2-amine